CN(CCN1N=CC(=C1)C=1C=C(C=CC1)N(C(=O)[C@@H]1CC[C@H](CC1)O)C[C@@H]1CC[C@H](CC1)C1=CC(=C(C=C1)OC)C)C trans-N-(3-(1-(2-(dimethylamino)ethyl)-1H-pyrazol-4-yl)phenyl)-4-hydroxy-N-((trans-4-(4-methoxy-3-methylphenyl)cyclohexyl)methyl)cyclohexanecarboxamide